4-((1S,4S)-5-methyl-2,5-diazabicyclo[2.2.1]heptan-2-yl)aniline CN1[C@@H]2CN([C@H](C1)C2)C2=CC=C(N)C=C2